C1(=CC(=CC=C1)CC(=O)Cl)C (m-tolyl)acetyl chloride